C(#N)C=1C=C2C(=CC=NC2=CC1)NCCC=1C=C2C=CC(=CC2=CC1)C(=O)N1CCN(CC1)C(CCCCCCCCCNC(CCCCCNC1=C2C(N(C(C2=CC=C1)=O)C1C(NC(CC1)=O)=O)=O)=O)=O N-[10-[4-[6-[2-[(6-cyano-4-quinolyl)amino]ethyl]naphthalene-2-carbonyl]piperazin-1-yl]-10-oxo-decyl]-6-[[2-(2,6-dioxo-3-piperidyl)-1,3-dioxo-isoindolin-4-yl]amino]hexanamide